ClC1=C(C(=O)C2=NNC3=NC=CC(=C32)NC3CCC(CC3)C(=O)O)C=CC(=C1)OC1=CC=CC=C1 (1r,4r)-4-((3-(2-chloro-4-phenoxybenzoyl)-1H-pyrazolo[3,4-b]pyridin-4-yl)amino)cyclohexane-1-carboxylic acid